(2S,4S)-4-((7-bromo-2-chloro-8-fluoro-6-iodo-3-nitroquinolin-4-yl)amino)-2-(cyanomethyl)piperidine-1-carboxylic acid tert-butyl ester C(C)(C)(C)OC(=O)N1[C@@H](C[C@H](CC1)NC1=C(C(=NC2=C(C(=C(C=C12)I)Br)F)Cl)[N+](=O)[O-])CC#N